CC=1C(=NC=C(C1)C)N1C[C@H](NCC1)CC (R)-1-(3,5-dimethylpyridin-2-yl)-3-ethylpiperazine